2-(4-bromophenyl)-N-((R)-((S)-7-(1-methyl-1H-pyrazol-4-yl)-2,3-dihydro-1H-pyrido[2,3-b][1,4]oxazin-3-yl)(phenyl)methyl)ethanamine BrC1=CC=C(C=C1)CCN[C@H](C1=CC=CC=C1)[C@@H]1CNC2=C(O1)N=CC(=C2)C=2C=NN(C2)C